3,4-dimethyl-1H-pyrazole-5-carboxamide CC1=NNC(=C1C)C(=O)N